4-chloro-N-methyl-N-(1-(p-tolyl)-1H-1,2,4-triazol-3-yl)benzamide ClC1=CC=C(C(=O)N(C2=NN(C=N2)C2=CC=C(C=C2)C)C)C=C1